4-(azetidin-3-yl)-N,N-diphenylaniline N1CC(C1)C1=CC=C(N(C2=CC=CC=C2)C2=CC=CC=C2)C=C1